N1CC(C1)C1=C2N(N=C1)C=C(N2)C2=CC=C(C=C2)OC2=CC=CC=C2 7-(azetidin-3-yl)-2-(4-phenoxyphenyl)-1H-imidazo[1,2-b]Pyrazole